methyl 3-((5-(2-(2-aminopyridin-3-yl)-6-phenyl-1H-benzo[d]imidazol-1-yl)pyridin-2-yl)carbamoyl)cyclopentane-1-carboxylate NC1=NC=CC=C1C1=NC2=C(N1C=1C=CC(=NC1)NC(=O)C1CC(CC1)C(=O)OC)C=C(C=C2)C2=CC=CC=C2